(S)-4-(5-(5-fluoro-2-methoxypyridin-4-yl)-1H-pyrazole-3-carbonyl)-N-((S)-1-(5-methyl-4,5,6,7-tetrahydropyrazolo[1,5-a]pyrazin-2-yl)ethyl)-4-azaspiro[2.5]octane-7-carboxamide FC=1C(=CC(=NC1)OC)C1=CC(=NN1)C(=O)N1C2(CC2)C[C@H](CC1)C(=O)N[C@@H](C)C1=NN2C(CN(CC2)C)=C1